5-amino-N-((R)-1-methoxypropan-2-yl)-N-((R)-5-(trifluoromethyl)-2,3-dihydro-1H-inden-1-yl)benzo[c][2,6]naphthyridin-9-carboxamide NC1=NC2=C(C3=CN=CC=C13)C=C(C=C2)C(=O)N([C@@H]2CCC1=CC(=CC=C21)C(F)(F)F)[C@@H](COC)C